N(=[N+]=[N-])C(CC[Si](C1=CC=CC=C1)(C)C)CCC1OC1 (3-azido-5-(oxiran-2-yl)pentyl)dimethyl-(phenyl)silane